CC1=C(C=NC=C1)NC=1C=C2C3=C(C=NC2=CC1)C(C1=C3C=NC(=N1)C(F)(F)F)=O 2-((4-methylpyridin-3-yl)amino)-9-(trifluoromethyl)-7H-pyrimido[5',4':3,4]cyclopenta[1,2-c]quinolin-7-one